4-fluoro-N-(1-(5-(pyridin-2-yl)-5,6,7,8-tetrahydro-1,5-naphthyridin-2-yl)ethyl)benzamide FC1=CC=C(C(=O)NC(C)C2=NC=3CCCN(C3C=C2)C2=NC=CC=C2)C=C1